2-(3-(3,4-dihydroisoquinolin-2(1H)-yl)-4-hydroxypiperidin-1-yl)pyrimidine C1N(CCC2=CC=CC=C12)C1CN(CCC1O)C1=NC=CC=N1